4-(2-Methoxy-4-((6-((7-(trifluoromethyl)quinolin-4-yl)thio)hexyl)amino)phenyl)piperazine-1-carboxylic acid tert-butyl ester C(C)(C)(C)OC(=O)N1CCN(CC1)C1=C(C=C(C=C1)NCCCCCCSC1=CC=NC2=CC(=CC=C12)C(F)(F)F)OC